methyl N-acetylanthranilate CC(=O)NC1=CC=CC=C1C(=O)OC